disodium 5-bromo-4-chloro-3-indolylphosphoric acid BrC=1C(=C2C(=CNC2=CC1)OP(O)(O)=O)Cl.[Na].[Na]